(R)-2,2,5,5-Tetramethyl-[1,3]dioxane-4-carboxylic acid [(S)-2-(3,4-difluoro-benzoylamino)-propyl]amide FC=1C=C(C(=O)N[C@H](CNC(=O)[C@@H]2OC(OCC2(C)C)(C)C)C)C=CC1F